[(3S)-pyrrolidin-3-yl] 2-[6-[5-(6-methyl-2-pyridyl)-1H-imidazol-4-yl]-3-quinolyl]thiazole-4-carboxylate CC1=CC=CC(=N1)C1=C(N=CN1)C=1C=C2C=C(C=NC2=CC1)C=1SC=C(N1)C(=O)O[C@@H]1CNCC1